CCCCCCCCCCCCCCCCCCCCC(=O)OC[C@H](COP(=O)(O)OC[C@H](CO)O)OC(=O)CCCCCCC/C=C\C/C=C\C/C=C\CC 1-heneicosanoyl-2-(9Z,12Z,15Z-octadecatrienoyl)-glycero-3-phospho-(1'-sn-glycerol)